Z-1-fluoropropene F\C=C/C